4-((1-(1-(tert-butoxycarbonyl)piperidin-4-yl)-1H-pyrazol-4-yl)amino)-6-(2,6-difluorophenyl)pyridazine-3-carboxylic acid C(C)(C)(C)OC(=O)N1CCC(CC1)N1N=CC(=C1)NC1=C(N=NC(=C1)C1=C(C=CC=C1F)F)C(=O)O